4-[(1-cyclopropylpyrrolidin-3-yl)amino]-2-[(6-methoxy-2-methyl-1,2,3,4-tetrahydroisoquinolin-7-yl)amino]pyrimidine-5-carboxamide C1(CC1)N1CC(CC1)NC1=NC(=NC=C1C(=O)N)NC1=C(C=C2CCN(CC2=C1)C)OC